1-(4-(2-(4-isopropoxyphenyl)-1,3-selenazol-5-yl)benzyl)azetidine-3-carboxylic acid ethyl ester C(C)OC(=O)C1CN(C1)CC1=CC=C(C=C1)C1=CN=C([Se]1)C1=CC=C(C=C1)OC(C)C